3,4-dichloro-2-methylbenzoic acid ClC=1C(=C(C(=O)O)C=CC1Cl)C